CS(=O)(=O)O[C@@H](C(=O)OC)C Methyl (R)-2-((methylsulfonyl)oxy)propanoate